CC1=CC=CC(=N1)C1=NNC=C1C=1N=C2C(=CC=NC2=CC1)C=1OC=C(N1)CO [2-[6-[3-(6-methyl-2-pyridyl)-1H-pyrazol-4-yl]-1,5-naphthyridin-4-yl]oxazol-4-yl]methanol